tert-butyl 6-(4-(trifluoromethyl)benzyl)-5-oxo-1,4,5,6-tetrahydrobenzo[c][2,7]naphthyridine-3(2H)-carboxylate FC(C1=CC=C(CN2C(C=3CN(CCC3C3=C2C=CC=C3)C(=O)OC(C)(C)C)=O)C=C1)(F)F